N-cyclopropyl-5-{[(2R,3S)-1-[(7-ethyl-6-oxo-5H-1,5-naphthyridin-3-yl)methyl]-2-methylazetidin-3-yl]oxy}-3-fluoropyridine-2-carboxamide 2-carboxyl-2(S)-fluoropropionate sodium salt [Na+].C(=O)(O)[C@@](C(=O)[O-])(C)F.C1(CC1)NC(=O)C1=NC=C(C=C1F)O[C@@H]1[C@H](N(C1)CC=1C=NC=2C=C(C(NC2C1)=O)CC)C